N-{1-[(4-methoxy-2-methylphenyl)methyl]piperidin-4-yl}-3-[6-(4-methylpiperazin-1-yl)-[1,2,4]triazolo[4,3-b]pyridazin-3-yl]propanamide dihydrochloride Cl.Cl.COC1=CC(=C(C=C1)CN1CCC(CC1)NC(CCC1=NN=C2N1N=C(C=C2)N2CCN(CC2)C)=O)C